3-fluoro-2-(6-fluorochroman-2-yl)prop-2-en FC=C(C)C1OC2=CC=C(C=C2CC1)F